O=S.[P].[Mo] molybdenum phosphorus oxysulfide